FC(C=1N=C2N(N=C(C(=C2C)C)N2CC=3C=C(C=NC3CC2)C2=CC(=C(C=C2)F)F)C(C1)=O)F 2-(difluoromethyl)-7-(3-(3,4-difluorophenyl)-7,8-dihydro-1,6-naphthyridin-6(5H)-yl)-8,9-dimethyl-4H-pyrimido[1,2-b]pyridazin-4-one